2''-(difluoromethyl)-N-(3-(1,4-dimethyl-1H-imidazol-5-yl)-1,2,4-thiadiazol-5-yl)-3-fluoro-5''-methoxy-2-oxo-2H-[1,2':4',4''-terpyridin]-5'-carboxamide FC(C1=NC=C(C(=C1)C1=CC(=NC=C1C(=O)NC1=NC(=NS1)C1=C(N=CN1C)C)N1C(C(=CC=C1)F)=O)OC)F